1,4-bis(3,5-dicarboxyphenyl)-2,6-dimethylbenzene C(=O)(O)C=1C=C(C=C(C1)C(=O)O)C1=C(C=C(C=C1C)C1=CC(=CC(=C1)C(=O)O)C(=O)O)C